(S)-6-chloro-2-(4-fluorophenyl)-5-((2-oxopiperidin-3-yl)amino)-1H-benzo[d]imidazole-4,7-dione ClC1=C(C(C2=C(NC(=N2)C2=CC=C(C=C2)F)C1=O)=O)N[C@@H]1C(NCCC1)=O